(R)-1-(1-(7,8-difluoro-1-oxo-1,2-dihydroisoquinolin-4-yl)ethyl)-3-(2-fluorophenyl)-1-methylurea FC1=CC=C2C(=CNC(C2=C1F)=O)[C@@H](C)N(C(=O)NC1=C(C=CC=C1)F)C